N1(CCN(CC1)C=O)C=O 4-piperazinediformaldehyde